4-(2-hydroxyethoxy)phenylbenzofuran-2-one OCCOC1=CC=C(C=C1)C1C(OC2=C1C=CC=C2)=O